(R)-2-(6-(3-(cyclopropylamino)pyrrolidin-1-yl)pyridazin-3-yl)-5-(1H-pyrazol-4-yl)phenol C1(CC1)N[C@H]1CN(CC1)C1=CC=C(N=N1)C1=C(C=C(C=C1)C=1C=NNC1)O